BrC=1C=C(C=C(C1)S(NC(C)(C)C)(=O)=O)NC(C1=C(N=C(C=C1)N1C(OCC1(C)C)=O)N1CCC2(CC2)CC1)=O N-(3-bromo-5-(N-(tert-butyl)sulfamoyl)phenyl)-6-(4,4-dimethyl-2-oxooxazolidin-3-yl)-2-(6-azaspiro[2.5]octan-6-yl)nicotinamide